methyltetrazine copper [Cu].CC=1N=NN=NC1